O1COCC1 1,3-Di-oxolan